cis-2-(pyridin-2-yl)-N-(5-(3-(5-(2-(pyridin-2-yl)acetylamino)-1,3,4-thiadiazol-2-yl)cyclopentylmercapto)-1,3,4-thiadiazol-2-yl)acetamide N1=C(C=CC=C1)CC(=O)NC=1SC(=NN1)S[C@@H]1C[C@@H](CC1)C=1SC(=NN1)NC(CC1=NC=CC=C1)=O